OC=1C=NC(=NC1)C#CCOC1=NOC(=C1)C(C(=O)OC)C(C)C methyl 2-[3-[3-(5-hydroxypyrimidin-2-yl)prop-2-ynoxy]isoxazol-5-yl]-3-methyl-butanoate